methyl (S)-1-(5-(3-(1-(8-amino-1-methylimidazo[1,5-a]pyrazin-3-yl)ethyl)-5-chloro-6-fluoro-2-isopropoxyphenyl)picolinoyl)azetidine-3-carboxylate NC=1C=2N(C=CN1)C(=NC2C)[C@@H](C)C=2C(=C(C(=C(C2)Cl)F)C=2C=CC(=NC2)C(=O)N2CC(C2)C(=O)OC)OC(C)C